Octadecyl-[3-(3,5-di-tert-butyl-4-hydroxyphenyl)propionate] C(CCCCCCCCCCCCCCCCC)OC(CCC1=CC(=C(C(=C1)C(C)(C)C)O)C(C)(C)C)=O